3-{1-[(4-chloro-3-fluorophenyl)-methyl]-5-oxopyrrolidin-2-yl}-3-oxo-2-(1λ4-thiolan-1-ylidene)propanenitrile ClC1=C(C=C(C=C1)CN1C(CCC1=O)C(C(C#N)=S1CCCC1)=O)F